[Sn].[In].[Ga].[Ni] nickel-gallium indium tin